1-(1H-indol-6-yl)-3-(6-(4-isopropyl-4H-1,2,4-triazol-3-yl)pyridin-2-yl)urea N1C=CC2=CC=C(C=C12)NC(=O)NC1=NC(=CC=C1)C1=NN=CN1C(C)C